1,1-diethyl-2,6-dimethyl-piperidinium C(C)[N+]1(C(CCCC1C)C)CC